CN(C(=O)CCNC(=O)C1=CC2=C(N=CN2)C=C1)C benzimidazole-5-carboxylic acid (2-dimethylcarbamoyl-ethyl)-amide